C(CCCCC)C1OCCC1C(=O)OC methyl 2-hexyl-3-oxolanecarboxylate